BrC=1C(NC=NC1C(F)(F)F)=O 5-bromo-6-(trifluoromethyl)pyrimidin-4(3H)-one